N1-((3-((1s,4s)-4-ethyl-4-((2,2,2-trifluoroethoxy)methyl)cyclohexyl)-6,7-dihydro-4H-pyrazolo[5,1-c][1,4]oxazin-2-yl)methyl)-N1,N2-dimethylethane-1,2-diamine C(C)C1(CCC(CC1)C=1C(=NN2C1COCC2)CN(CCNC)C)COCC(F)(F)F